Cl.Cl.CC1=C(C=C2CC[C@]3(CNCC3)NC2=N1)C1CCOCC1 (2S)-7-methyl-6-(oxan-4-yl)-3,4-dihydro-1H-spiro[1,8-naphthyridine-2,3'-pyrrolidine], dihydrochloride salt